(4,4-dimethylpyrrolidin-2-yl)methanol phenyl-(4-(cyclohexylsulfonyl)phenyl)carbamate C1(=CC=CC=C1)N(C(=O)OCC1NCC(C1)(C)C)C1=CC=C(C=C1)S(=O)(=O)C1CCCCC1